FC=1OC2=C3C(=CCC2=CC1)C=CC(C3C)=O 2-fluoro-10-methyl-9-oxo-9,10-dihydro-5H-benzo[3,4]chromene